COC1=C(C(=O)NCC(F)(F)F)C(=CC(=C1)N1C=NC2=C1C=CC(=C2)C2CN(CCC2)C)OC 2,6-dimethoxy-4-[5-(1-methyl-3-piperidyl)benzimidazol-1-yl]-N-(2,2,2-trifluoroethyl)benzamide